tert-butyl (R)-(1-(1H-pyrrolo[3,2-c]pyridin-1-yl)propan-2-yl)carbamate N1(C=CC=2C=NC=CC21)C[C@@H](C)NC(OC(C)(C)C)=O